(R)-4-(2-amino-3-(diethoxyphosphoryl)propionyl)piperazine-1-carboxylic acid butyl ester C(CCC)OC(=O)N1CCN(CC1)C([C@H](CP(=O)(OCC)OCC)N)=O